OC1CCN(CC1)C(=O)C1=CC=C(C=C1)NC1=NC=C(C(=N1)NCC=1C(=NC=CC1)N(S(=O)(=O)C)C)C(F)(F)F N-[3-({[2-({4-[(4-hydroxypiperidin-1-yl)carbonyl]phenyl}amino)-5-(trifluoromethyl)pyrimidin-4-yl]amino}methyl)pyridin-2-yl]-N-methylmethane-sulfonamide